O=C1NC2=CC=CC=C2C(=C1)N1CC2(C1)CNCCC2 2-(2-oxo-1,2-dihydroquinolin-4-yl)-2,6-diazaspiro[3.5]nonane